4,7-dichloroquinazoline ethyl-1-(2-amino-2-oxoethyl)-4-(5-fluorobenzo[d]isothiazole-3-carboxamido)-1H-imidazole-2-carboxylate C(C)OC(=O)C=1N(C=C(N1)NC(=O)C1=NSC2=C1C=C(C=C2)F)CC(=O)N.ClC2=NC=NC1=CC(=CC=C21)Cl